2,2,2-trifluoroethyl acrylate C(C=C)(=O)OCC(F)(F)F